NC1=C2N=C(N(C2=NC(=N1)OCC)CC1=C(C=C(C=C1)CNCCN)OC)O 6-amino-9-(4-(((2-aminoethyl)amino)methyl)-2-methoxybenzyl)-2-ethoxy-9H-purin-8-ol